C(#C)C=1C=C(C(=C(OCC(=O)O)C1)C=O)O 5-ethynyl-2-formyl-3-hydroxyphenoxyacetic acid